(E)-2-(7-Bromo-2-methyl-1-(4-(phenoxymethyl)benzylidene)-1H-inden-3-yl)acetic acid BrC=1C=CC=C2C(=C(\C(\C12)=C/C1=CC=C(C=C1)COC1=CC=CC=C1)C)CC(=O)O